CNC1=NC=NN1C1=CC=C(C=C1)OC(C(F)(F)F)(F)F N-methyl-1-[4-(pentafluoroethoxy)phenyl]-1H-1,2,4-triazol-5-amine